3-(5-(1-(4-(1H-pyrazol-1-yl)benzyl)piperidin-4-yl)-1-oxoisoindolin-2-yl)piperidine-2,6-dione N1(N=CC=C1)C1=CC=C(CN2CCC(CC2)C=2C=C3CN(C(C3=CC2)=O)C2C(NC(CC2)=O)=O)C=C1